(R)-(6-(6-amino-2,3-dichloropyridin-4-yl)-3-(1-amino-8-azaspiro[4.5]dec-8-yl)-5-methylpyrazin-2-yl)methanol NC1=CC(=C(C(=N1)Cl)Cl)C1=C(N=C(C(=N1)CO)N1CCC2(CCC[C@H]2N)CC1)C